ClC1=C(C=CC=C1Cl)C=1C(=NC(=NC1C)N1CCC2(CC1)CC1=CC=CC=C1[C@H]2N[S@](=O)C(C)(C)C)C(=O)N 5-(2,3-dichlorophenyl)-6-methyl-2-[(3S)-3-{[(R)-2-methylpropan-2-sulfinyl]amino}-1,3-dihydro-spiro[indene-2,4'-piperidin]-1'-yl]pyrimidine-4-carboxamide